(S)-1-chloro-3-(4-(2-(3,5-dichloro-4-((S)-3-(ethylsulfonyl)-2-hydroxypropoxy)phenyl)propan-2-yl)phenoxy)propan-2-ol ClC[C@H](COC1=CC=C(C=C1)C(C)(C)C1=CC(=C(C(=C1)Cl)OC[C@@H](CS(=O)(=O)CC)O)Cl)O